C(C1=CC=CC=C1)N1C(=NC2=NC=C(C=C21)C=2C(=NOC2C)C)OCC 4-(1-benzyl-2-ethoxy-1H-imidazo[4,5-b]pyridin-6-yl)-3,5-dimethylisoxazole